CC=1C(=NC=CC1[2H])C(=O)N methylpyridineamide-4-d